CN(C(=O)[C@@H]1CNCCOC1)C (R)-N,N-dimethyl-1,4-oxazepane-6-carboxamide